o-isocyano-α-trifluoromethylstyrene [N+](#[C-])C1=C(C(=C)C(F)(F)F)C=CC=C1